2-[4-(diphenylamino)-phenyl]-5-[4-(3,6-di-tert-butylcarbazol-9-yl)phenyl]-1,3,4-oxadiazole C1(=CC=CC=C1)N(C1=CC=C(C=C1)C=1OC(=NN1)C1=CC=C(C=C1)N1C2=CC=C(C=C2C=2C=C(C=CC12)C(C)(C)C)C(C)(C)C)C1=CC=CC=C1